C12CN(CC2C1)C1=NC(=CC2=C1N=C(N=C2)NC2=C(C=C(C=C2)C2=NN=CN2C)OCC)C 8-(3-azabicyclo[3.1.0]hexan-3-yl)-N-(2-ethoxy-4-(4-methyl-4H-1,2,4-triazol-3-yl)phenyl)-6-methylpyrido[3,4-d]pyrimidin-2-amine